S(C1=CC(=C(C=C1C)O)C(C)(C)C)C1=CC(=C(C=C1C)O)C(C)(C)C 4,4'-Thiobis(2-t-butyl-5-methylphenol)